4-[(3,4,5-trimethoxyphenyl)amino]pyridine-2-carboxylic acid COC=1C=C(C=C(C1OC)OC)NC1=CC(=NC=C1)C(=O)O